C(C1=CC=CC=C1)OC1=NC(=CC(=C1)C1=CC(=NC=C1)NC(C)=O)C=1C=NC=CC1 N-[4-[2-benzyloxy-6-(3-pyridinyl)-4-pyridinyl]-2-pyridinyl]acetamide